ClC1=C(C=CC(=C1)F)C1(CC1)C1=NOC(=N1)C1=NN(C(=C1)C(F)F)CC(=O)N1CCN(CC1)C(=O)OC(C)(C)C tert-Butyl 4-(2-(3-(3-(1-(2-chloro-4-fluorophenyl)cyclopropyl)-1,2,4-oxadiazol-5-yl)-5-(difluoromethyl)-1H-pyrazol-1-yl)acetyl)piperazine-1-carboxylate